ClC1=C2C=C3C=CC=CC3=CC2=C(C2=CC3=CC=CC=C3C=C12)Cl 6,13-dichloropentacene